BrC=1C=C2C(=NC=NC2=CC1)N[C@H](C(=O)N1CCN(CC1)C)CCCC (S)-2-((6-bromoquinazolin-4-yl)amino)-1-(4-methylpiperazin-1-yl)hexan-1-one